7-fluoro-4,6-dimethoxy-3'-(2-methyl-4-nitropyrazol-3-yl)-1',4',5',7'-tetrahydro-3H-spiro[2-benzofuran-1,6'-indazole] FC1=C(C=C(C2=C1C1(CCC=3C(=NNC3C1)C=1N(N=CC1[N+](=O)[O-])C)OC2)OC)OC